OC[C@H](C)N1C(N=CC=C1C1=CC=C(C=C1)OC(F)(F)F)C1=CSC=C1 N-[(2S)-1-Hydroxypropan-2-yl]-2-(thiophen-3-yl)-6-[4-(trifluoromethoxy)phenyl]pyrimidin